thiobis(N-phenyl-beta-naphthylamine) S(N(C1=CC=CC=C1)C1=CC2=CC=CC=C2C=C1)N(C1=CC=CC=C1)C1=CC2=CC=CC=C2C=C1